5-bromo-N4-cyclohexylpyrimidine-2,4-diamine BrC=1C(=NC(=NC1)N)NC1CCCCC1